N-(biphenyl-4-yl)-9,9-dimethyl-N-(4'-phenylbiphenyl-4-yl)-9H-fluorene-2-amine C1(=CC=C(C=C1)N(C1=CC=2C(C3=CC=CC=C3C2C=C1)(C)C)C1=CC=C(C=C1)C1=CC=C(C=C1)C1=CC=CC=C1)C1=CC=CC=C1